(2S,3S)-3-((R or S)-3-(1-(2,5-bis(trifluoromethyl)benzyl)piperidin-4-yl)-4-methyl-3,4-dihydro-2H-benzo[b][1,4]oxazin-6-yl)-3-cyclopropyl-2-methylpropanoic acid FC(C1=C(CN2CCC(CC2)[C@H]2N(C3=C(OC2)C=CC(=C3)[C@H]([C@@H](C(=O)O)C)C3CC3)C)C=C(C=C1)C(F)(F)F)(F)F |o1:11|